C1=CC=CC=2C3=CC=CC=C3C(C12)COC(=O)N([C@H](C(=O)O)CCC(F)F)C (2S)-2-[9H-fluoren-9-ylmethoxycarbonyl(methyl)amino]-5,5-difluoropentanoic acid